COC(C(CC1=CC=C(C=C1)O)N=CC1=C(C(=CC(=C1)Br)O)O)=O methyl-2-(5-bromo-2,3-dihydroxybenzylidene-amino)-3-(4-hydroxyphenyl)propanoate